C(C)#N.[C] carbon acetonitrile